F[C@@H]1[C@@H](CNCC1)NC1=C2C=C(N(C2=CC=C1)CC(F)(F)F)C1=NOC(=N1)CNC(=O)C1=CN(C=C1)C(COC)(C)C N-[[3-[4-[[(3R,4S)-4-fluoro-3-piperidyl]amino]-1-(2,2,2-trifluoroethyl)indol-2-yl]-1,2,4-oxadiazol-5-yl]methyl]-1-(2-methoxy-1,1-dimethyl-ethyl)pyrrole-3-carboxamide